2-(2-((3R,4R)-3-amino-4-fluoro-1-piperidinyl)-5-chloro-1H-benzimidazol-1-yl)-1-(1-azetidinyl)ethanone N[C@@H]1CN(CC[C@H]1F)C1=NC2=C(N1CC(=O)N1CCC1)C=CC(=C2)Cl